CC=1C(=CC2=C(C=NS2)C1B1OC(C(O1)(C)C)(C)C)C 5,6-dimethyl-4-(4,4,5,5-tetramethyl-1,3,2-dioxaborolan-2-yl)benzo[d]isothiazol